FC1(CCN(CC1)C1=NC(=CC(=N1)N1N=CC(=N1)C1=C(C=C(C=C1)[N+](=O)[O-])F)C)F 2-(4,4-Difluoropiperidin-1-yl)-4-(4-(2-fluoro-4-nitrophenyl)-2H-1,2,3-triazol-2-yl)-6-methylpyrimidine